(S)-N-(2-isopropyl-2-methyl-6-morpholino-2,3-dihydrobenzofuran-5-yl)pyrazolo[1,5-a]pyrimidine-3-carboxamide C(C)(C)[C@]1(OC2=C(C1)C=C(C(=C2)N2CCOCC2)NC(=O)C=2C=NN1C2N=CC=C1)C